N1=CC=C(C=C1)C=CC(=O)O 4-PYRIDINEACRYLIC ACID